methyl (2R,4R)-2-(2-(chloromethyl)allyl)-4-fluoropyrrolidine-2-carboxylate hydrochloride Cl.ClCC(C[C@]1(NC[C@@H](C1)F)C(=O)OC)=C